tert-butyl (S)-(1-(3-methyl-5-(1'-methyl-1',2',3',6'-tetrahydro-(2,4'-bipyridin)-5-yl)thiophene-2-carbonyl)pyrrolidin-3-yl)carbamate CC1=C(SC(=C1)C=1C=CC(=NC1)C=1CCN(CC1)C)C(=O)N1C[C@H](CC1)NC(OC(C)(C)C)=O